2-(trifluoromethyl)benzonitril FC(C1=C(C#N)C=CC=C1)(F)F